[2H]C([2H])([2H])C(=O)N acetamide-2,2,2-d3